2,4'-diamino-diphenylmethane C1=CC=C(C(=C1)CC2=CC=C(C=C2)N)N